4-(aminomethyl)-1-(5-(4-fluoro-2-methoxyphenyl)imidazo[2,1-b][1,3,4]thiadiazol-2-yl)piperidine-4-carboxamide NCC1(CCN(CC1)C1=NN2C(S1)=NC=C2C2=C(C=C(C=C2)F)OC)C(=O)N